2-acetamido-N-(5-fluoropyridin-2-yl)benzamide C(C)(=O)NC1=C(C(=O)NC2=NC=C(C=C2)F)C=CC=C1